6-bromo-1-(2,4-difluorobenzyl)-1H-indazole BrC1=CC=C2C=NN(C2=C1)CC1=C(C=C(C=C1)F)F